2-chloro-7-methyl-N-(1-(methylsulfonyl)indolin-7-yl)-7H-purin-6-amine ClC1=NC(=C2N(C=NC2=N1)C)NC=1C=CC=C2CCN(C12)S(=O)(=O)C